7-bromo-5-methylpyrrolo[2,1-f][1,2,4]Triazin-4-amine BrC1=CC(=C2C(=NC=NN21)N)C